4-(1-(but-1-yn-1-yl)-5-methoxy-2-methyl-1H-indol-3-yl)-2-(1-(but-1-yn-1-yl)-6-methoxy-1H-indol-3-yl)thiazole C(#CCC)N1C(=C(C2=CC(=CC=C12)OC)C=1N=C(SC1)C1=CN(C2=CC(=CC=C12)OC)C#CCC)C